3-amino-1-(3-(2-hydroxy-2-phenylethoxy)phenyl)propan-1-ol NCCC(O)C1=CC(=CC=C1)OCC(C1=CC=CC=C1)O